FC(OC=1C=C2C(C(NC2=CC1)=O)=O)(F)F 5-(trifluoromethoxy)isatin